Methyl-(2S)-2-[4-chloro-2-(4-ethoxy-4,5-dihydroisoxazol-3-yl)phenoxy]propanoat COC([C@H](C)OC1=C(C=C(C=C1)Cl)C1=NOCC1OCC)=O